tertbutyl-methylether C(C)(C)(C)OC